C1(=CC=CC=C1)C1C(C1)C=O 2-PHENYLCYCLOPROPANECARBALDEHYDE